N-(7-(tributylstannyl)-2,6-naphthyridin-3-yl)cyclopropanecarboxamide C(CCC)[Sn](C1=NC=C2C=C(N=CC2=C1)NC(=O)C1CC1)(CCCC)CCCC